BrC=1C=NN2C1N=C(C=C2)N2C[C@@H](N(C[C@H]2C)C2=CC(N(C=1C=CC(=NC21)C#N)C)=O)C 8-((2S,5R)-4-(3-bromopyrazolo[1,5-a]pyrimidin-5-yl)-2,5-dimethylpiperazin-1-yl)-5-methyl-6-oxo-5,6-dihydro-1,5-naphthyridine-2-carbonitrile